C1NCC12CC(C2)C(=O)N 2-aza-spiro[3.3]heptane-6-carboxamide